4,6-di-O-benzyl-2-deoxy-2-trichloroacetylamino-alpha-D-mannopyranose C(C1=CC=CC=C1)O[C@H]1[C@@H]([C@@H]([C@@H](O)O[C@@H]1COCC1=CC=CC=C1)NC(C(Cl)(Cl)Cl)=O)O